((3R,4R)-4-(3,4-dihydroisoquinolin-2(1H)-yl)-3-hydroxypiperidin-1-yl)(6-(2,2,2-trifluoroethoxy)pyridin-3-yl)methanone C1N(CCC2=CC=CC=C12)[C@H]1[C@@H](CN(CC1)C(=O)C=1C=NC(=CC1)OCC(F)(F)F)O